1-(3-(4-methoxyphenyl)-1,2,4-oxadiazol-5-yl)-N-((1-((6-methylpyridin-3-yl)methyl)pyrrolidin-3-yl)methyl)piperidine-4-carboxamide COC1=CC=C(C=C1)C1=NOC(=N1)N1CCC(CC1)C(=O)NCC1CN(CC1)CC=1C=NC(=CC1)C